C(=C)C1=CN=CC(=N1)C(=O)N 6-vinyl-pyrazine-2-carboxamide